BrC1=CC=C2C(=CNC2=C1)S(=O)(=O)NC1=NC(=C(C(=N1)OC)OCCF)OC 6-bromo-N-[5-(2-fluoroethoxy)-4,6-dimethoxy-pyrimidin-2-yl]-1H-indole-3-sulfonic acid amide